(S)-3-bromo-4-hydroxy-5-methylfuran BrC1=COC(=C1O)C